4-butyl-5-hexyl-1,3-bis(2,4,6-trimethylphenyl)-4,5-dihydroimidazolium tetrafluoroborate F[B-](F)(F)F.C(CCC)C1[N+](=CN(C1CCCCCC)C1=C(C=C(C=C1C)C)C)C1=C(C=C(C=C1C)C)C